3-Phenylisoxazolin-5-carboxamide C1(=CC=CC=C1)C1=NOC(C1)C(=O)N